(-)-2-((5-(2-(1-((3-Amino-3-oxopropyl)(methyl)amino)-4-methylpent-3-yl)-2,6-diazaspiro[3.4]oct-6-yl)-1,2,4-triazin-6-yl)oxy)-N-ethyl-5-fluoro-N-isopropylbenzamide NC(CCN(CCC(C(C)C)N1CC2(C1)CN(CC2)C=2N=CN=NC2OC2=C(C(=O)N(C(C)C)CC)C=C(C=C2)F)C)=O